1-[2-bromo-4-chloro-5-(trifluoromethyl)phenyl]-3-[1-[3-(triazol-2-yl)pyrazin-2-yl]ethyl]urea BrC1=C(C=C(C(=C1)Cl)C(F)(F)F)NC(=O)NC(C)C1=NC=CN=C1N1N=CC=N1